O=S1(NCCC1C[C@@H](C=O)NC(=O)C1N(CC2C1CCC2)C(=O)C=2NC1=CC=CC(=C1C2)OC)=O N-((2S)-1-(1,1-dioxidoisothiazolidin-5-yl)-3-oxopropan-2-yl)-2-(4-methoxy-1H-indole-2-carbonyl)octahydrocyclopenta[c]pyrrole-1-carboxamide